2-({2-chloro-5H,6H,7H-cyclopenta[d]pyrimidin-4-yl}(methyl)amino)-N-(6-fluoropyridin-3-yl)acetamide ClC=1N=C(C2=C(N1)CCC2)N(CC(=O)NC=2C=NC(=CC2)F)C